FC(C1CN(CC1)C1=NC=C(C(=C1)NC(C1=NC(=CC=C1)C=1C=NN(C1)C)=O)C(F)(F)F)F N-(2-(3-(difluoromethyl)pyrrolidin-1-yl)-5-(trifluoromethyl)pyridin-4-yl)-6-(1-methyl-1H-pyrazol-4-yl)picolinamide